3-((2-(3-(2-hydroxyethyl)-3-methylureido)thiazol-5-yl)ethynyl)-4-methyl-N-(4-(trifluoromethyl)pyridin-2-yl)benzamide OCCN(C(NC=1SC(=CN1)C#CC=1C=C(C(=O)NC2=NC=CC(=C2)C(F)(F)F)C=CC1C)=O)C